tert-butyl 7-bromo-5-(hydroxymethyl)thieno[3,2-b]pyridine-3-carboxylate BrC1=C2C(=NC(=C1)CO)C(=CS2)C(=O)OC(C)(C)C